lanthanum-nickel oxide [Ni]=O.[La]